(R)-cyclohexyl 2-(((benzyloxy)carbonyl)amino)-3-(3-(4-chloro-1-ethyl-1H-pyrazol-5-yl)-5-fluorobenzamido)propanoate C(C1=CC=CC=C1)OC(=O)N[C@@H](C(=O)OC1CCCCC1)CNC(C1=CC(=CC(=C1)F)C1=C(C=NN1CC)Cl)=O